6-bromo-4-methyl-1H-indole-2-carbonitrile BrC1=CC(=C2C=C(NC2=C1)C#N)C